CCCSSCCC di-n-propyl disulfide